5-fluoro-N-hydroxy-6-((2-(pyridin-2-yl)propan-2-yl)amino)nicotinamide FC=1C(=NC=C(C(=O)NO)C1)NC(C)(C)C1=NC=CC=C1